(S)-1-(3,4-difluorophenyl)-6-(5-(3,5-dimethylisoxazol-4-yl)-1-(4-(4-(methylsulfonyl)phenyl)thiazol-2-yl)-1H-benzo[d]imidazol-2-yl)piperidin-2-one FC=1C=C(C=CC1F)N1C(CCC[C@H]1C1=NC2=C(N1C=1SC=C(N1)C1=CC=C(C=C1)S(=O)(=O)C)C=CC(=C2)C=2C(=NOC2C)C)=O